N-((1H-pyrrolo[3,2-c]pyridine-2-yl)methyl)-2-(5-((3-(((3R,3aR,6R,6aR)-6-hydroxyhexahydrofuro[3,2-b]furan-3-yl)oxy)propyl)amino)-6-oxo-2-phenylpyrimidin-1(6H)-yl)acetamide N1C(=CC=2C=NC=CC21)CNC(CN2C(=NC=C(C2=O)NCCCO[C@H]2[C@@H]1[C@H](OC2)[C@@H](CO1)O)C1=CC=CC=C1)=O